1-decylazetidin-2-one C(CCCCCCCCC)N1C(CC1)=O